C(N)(=O)OC[C@@H](/C=C/C=C(\C)/[C@@H](C=O)[C@H](\C=C\[C@@H]([C@@](CC[C@@H](CC=O)O)(C)O)OC(C)=O)C)C acetic acid [(2s,3s,4e,6s,7s,10s)-2-[(2e,4e,6r)-7-carbamoyloxy-6-methylhept-2,4-dien-2-yl]-7,10-dihydroxy-3,7-dimethyl-12-oxo-1-oxododec-4-en-6-yl] ester